(S)-4-(4-acryloyl-2-methylpiperazin-1-yl)-7-chloro-1-(2,6-diethylphenyl)pyrido[2,3-d]pyrimidin-2(1H)-one C(C=C)(=O)N1C[C@@H](N(CC1)C=1C2=C(N(C(N1)=O)C1=C(C=CC=C1CC)CC)N=C(C=C2)Cl)C